Cl.NC(C(=O)OC)C(=O)OC dimethyl 2-aminomalonate hydrochloride salt